(R)-1-(1-(6,7-difluoro-1-oxo-1,2-dihydroisoquinolin-4-yl)ethyl)-3-(1H-indol-6-yl)-1-methylurea FC=1C=C2C(=CNC(C2=CC1F)=O)[C@@H](C)N(C(=O)NC1=CC=C2C=CNC2=C1)C